CO[C@]1(COCC1)C1=CC(=CC(=N1)N1N=C(C=2C=NC(=CC21)NC(=O)N)C)C (S)-1-(1-(6-(3-Methoxytetrahydrofuran-3-yl)-4-methylpyridin-2-yl)-3-methyl-1H-pyrazolo[4,3-c]pyridine-6-yl)urea